C(C)(C)(C)[Si](C)(C)OC1(CC1)COC1=C(C=C(C=C1[N+](=O)[O-])F)F Tert-butyl-(1-((2,4-difluoro-6-nitrophenoxy)methyl)cyclopropyloxy)dimethylsilane